tert-butyl (1R,5S)-3-(7-bromo-2,8-difluoro-6-((trifluoromethyl)thio) quinazolin-4-yl)-3,8-diazabicyclo[3.2.1]octane-8-carboxylate BrC1=C(C=C2C(=NC(=NC2=C1F)F)N1C[C@H]2CC[C@@H](C1)N2C(=O)OC(C)(C)C)SC(F)(F)F